((2-(((2S)-3,3-dimethyl-1-oxo-1-(3-((R)-2-phenylmorpholine-4-carbonyl)-3,4-dihydroisoquinolin-2(1H)-yl)butan-2-yl)carbamoyl)benzo[b]thiophen-5-yl)difluoromethyl)phosphonic acid CC([C@@H](C(N1CC2=CC=CC=C2CC1C(=O)N1C[C@H](OCC1)C1=CC=CC=C1)=O)NC(=O)C1=CC2=C(S1)C=CC(=C2)C(F)(F)P(O)(O)=O)(C)C